N1CC(CC1)(CO)CO pyrrolidine-3,3-diyl-dimethanol